(R)-6-Bromo-N-(1-(3-(difluoromethyl)-2-fluorophenyl)ethyl)-7-methoxy-2-methylquinoline BrC=1C=C2C=C[C@H](N(C2=CC1OC)C(C)C1=C(C(=CC=C1)C(F)F)F)C